CON(C(=O)C1CC(C1)(C)C)C N-methoxy-N,3,3-trimethylcyclobutane-1-carboxamide